FC1=C(C(=C(C=C1OC)OC)F)N1C(N(C2=C(C1)C=NC(=C2C)NC(OC)=O)C)=O methyl [3-(2,6-difluoro-3,5-dimethoxyphenyl)-1,8-dimethyl-2-oxo-1,2,3,4-tetrahydropyrido[4,3-d]pyrimidin-7-yl]carbamate